CC=1C(=NC(=NC1)NC1=CC=C2C(=NNC2=C1)C)NC=1C=CC2=C(NC(O2)=O)C1 methyl-N2-(3-methylindazol-6-yl)-N4-(2-oxo-2,3-dihydro-1,3-benzoxazol-5-yl)-2,4-pyrimidinediamine